FC1(CN(CC[C@H]1NC1=NN2C(C(=N1)OC)=C(C(=C2)F)C=2C=CC1=C(N(C(=N1)C)CCF)C2)C([2H])([2H])[2H])F (R)-N-(3,3-difluoro-1-(methyl-d3)piperidin-4-yl)-6-fluoro-5-(1-(2-fluoroethyl)-2-methyl-1H-benzo[d]imidazol-6-yl)-4-methoxypyrrolo[2,1-f][1,2,4]triazin-2-amine